2-azidobut-3-en-1-yl-2-(3,4-dichlorophenyl)acetate N(=[N+]=[N-])C(COC(CC1=CC(=C(C=C1)Cl)Cl)=O)C=C